(3-chloro-5-methylbenzyl)-2-(2,5-dimethoxy-4-(methylsulfonyl)phenyl)ethan-1-amine ClC=1C=C(CC(CC2=C(C=C(C(=C2)OC)S(=O)(=O)C)OC)N)C=C(C1)C